(1R,3R)-5-(2-((1R,3aS,7aR,E)-1-((R)-4-(3-(difluoromethoxy)azetidin-1-yl)butan-2-yl)-7a-methyl-octahydro-4H-inden-4-ylidene)ethylidene)cyclohexane-1,3-diol FC(OC1CN(C1)CC[C@@H](C)[C@H]1CC[C@H]2\C(\CCC[C@]12C)=C\C=C1C[C@H](C[C@@H](C1)O)O)F